(R)-(4-fluorophenyl)(8-methyl-3-(3-methyl-1,2,4-thiadiazol-5-yl)-1-(pyridin-2-yl)-5,6-dihydroimidazo[1,5-a]pyrazin-7(8H)-yl)methanone FC1=CC=C(C=C1)C(=O)N1[C@@H](C=2N(CC1)C(=NC2C2=NC=CC=C2)C2=NC(=NS2)C)C